C(C)N(C(OC(C)(C)C)=O)C1CCN(CC1)C=1C2=CN(N=C2C(=CC1)C(NC=1C=C(C=2N(C1)C=C(N2)COC)F)=O)C tert-butyl N-ethyl-N-[1-[7-[[8-fluoro-2-(methoxymethyl)imidazo[1,2-a]-pyridin-6-yl]carbamoyl]-2-methyl-indazol-4-yl]-4-piperidyl]carbamate